4-nitrophenyl 1-(4-methoxy-3-(4-(4-methoxybenzyl)-5-methyl-4H-1,2,4-triazol-3-yl) phenyl)-3-methyl-5-oxo-4,5-dihydro-1H-pyrazole-4-carboxylate COC1=C(C=C(C=C1)N1N=C(C(C1=O)C(=O)OC1=CC=C(C=C1)[N+](=O)[O-])C)C1=NN=C(N1CC1=CC=C(C=C1)OC)C